4-(Methoxycarbonyl)-5-(2-(4-(trifluoromethyl)phenyl)butyrylamino)-3-methylthiophene-2-carboxylic acid COC(=O)C=1C(=C(SC1NC(C(CC)C1=CC=C(C=C1)C(F)(F)F)=O)C(=O)O)C